C(C)C(C1=CC(=C(C(=C1)C(C)(C)C)O)C(C)(C)C)(P([O-])([O-])=O)CC diethyl-3,5-di-tert-butyl-4-hydroxybenzylphosphonate